FC=1C=C(C=CC1C1=NN2C(N=C(C=C2C2=CC=CC=C2)C(=O)N2[C@@H](C3=CC=CC=C3CC2)C)=C1)C1C(C1)C(=O)OCC Ethyl 2-(3-fluoro-4-{5-[(1R)-1-methyl-1,2,3,4-tetrahydroisoquinoline-2-carbonyl]-7-phenylpyrazolo[1,5-a]pyrimidin-2-yl}phenyl)cyclopropane-1-carboxylate